N1CC(CCC1)C(=O)O.CC1=C(C=CC(=C1)C)S(=O)(=O)N[C@H](C(=O)NC1=CC=C(C=C1)N1CCOCC1)CC1=CNC2=CC=CC=C12 (S)-2-(2,4-dimethylphenylsulfonamido)-3-(1H-indol-3-yl)-N-(4-morpholinophenyl)propionamide piperidine-3-yl-formate